7-((s)-4-acryloyl-2-methylpiperazin-1-yl)-9-chloro-10-(2,4-difluorophenyl)-2,2-dimethyl-2,3-dihydro-5H-[1,4]thiazino[2,3,4-ij]quinazolin-5-one C(C=C)(=O)N1C[C@@H](N(CC1)C1=NC(N2C3=C(C(=C(C=C13)Cl)C1=C(C=C(C=C1)F)F)SC(C2)(C)C)=O)C